N-Methoxy-N-methyl-4,5,6,7-tetrahydrobenzo[b]thiophene-2-carboxamide CON(C(=O)C1=CC2=C(S1)CCCC2)C